CC=1N(C=2C(=NC=C(C2)C=2C=CN3N=C(N=CC32)N[C@@H]3CC[C@@H](CC3)N)N1)C1CCOCC1 cis-N1-(5-(2-methyl-1-(tetrahydro-2H-pyran-4-yl)-1H-imidazo[4,5-b]pyridin-6-yl)pyrrolo[2,1-f][1,2,4]triazin-2-yl)cyclohexane-1,4-diamine